C(#N)C1=C(C=C2CN(C(C2=C1)=O)C1C(NC(CC1)=O)=O)NC(C)=O N-(6-cyano-2-(2,6-dioxopiperidin-3-yl)-1-oxoisoindolin-5-yl)acetamide